(2-chloro-1-methyl-ethyl)-2-nitro-N-prop-2-ynyl-benzenesulfonamide ClCC(C)C=1C(=C(C=CC1)S(=O)(=O)NCC#C)[N+](=O)[O-]